CC1=NC=CC(=C1)C=1N=C2N(C=CC=N2)C1C1=CC2=C(OCCN2C(CN2C(C3=CC=CC=C3C2=O)=O)=O)C=C1 2-(2-(6-(2-(2-methylpyridin-4-yl)imidazo[1,2-a]pyrimidin-3-yl)-2,3-dihydro-4H-benzo[b][1,4]oxazin-4-yl)-2-oxoethyl)isoindoline-1,3-dione